4-fluoro-1,3-benzothiazol-5-amine FC1=C(C=CC2=C1N=CS2)N